FC1=CC=C(C(=C1)F)C 2,4-difluoro-5-methyl-benzene